N-((1S,2R)-2-((4-cyclopentyl-2-(methylcarbamoyl)-6-nitrophenyl)amino)cyclohexyl)-2-oxo-1,2-dihydroquinoline-4-carboxamide C1(CCCC1)C1=CC(=C(C(=C1)[N+](=O)[O-])N[C@H]1[C@H](CCCC1)NC(=O)C1=CC(NC2=CC=CC=C12)=O)C(NC)=O